C(=O)(O)C1=CC=C(C2=C1N=C(O2)OC2=CC=C(C=C2)C(C(F)(F)F)(C(F)(F)F)C=2C=C(OC=1OC=3C(N1)=C(C=CC3OC)C(=O)O)C=CC2)OC 2-(3-(2-(4-((4-carboxy-7-methoxybenzo[d]oxazol-2-yl)oxy)phenyl)-1,1,1,3,3,3-hexafluoropropan-2-yl)phenoxy)-7-methoxybenzo[d]oxazole-4-carboxylic acid